3-(4-Isopropylpyridin-2-yl)-N-(3-(trifluoromethyl)pyridin-2-yl)-1,2,4-thiadiazol-5-amine C(C)(C)C1=CC(=NC=C1)C1=NSC(=N1)NC1=NC=CC=C1C(F)(F)F